FC(C=1C=C(C=C(C1)C(F)(F)F)C1=NN(C=N1)\C=C/C(=O)N1N(C(CC1)=O)C1CCN(CC1)C)(F)F (Z)-1-(3-(3-(3,5-bis(trifluoromethyl)phenyl)-1H-1,2,4-triazol-1-yl)acryloyl)-2-(1-methylpiperidin-4-yl)pyrazolidin-3-one